ClC1=NC=C(C(=N1)NCC1=CC=C(C=C1)N1N=C(C=C1OC(C)C)C(F)(F)F)N 2-chloro-N4-([4-[5-isopropoxy-3-(trifluoromethyl)pyrazol-1-yl]phenyl]methyl)pyrimidine-4,5-diamine